C1=C(C=CC2=CC=CC=C12)C1=NC(=NC(=N1)C1=CC2=CC=CC=C2C=C1)C1=CC(=CC=C1)B1OC(C(O1)(C)C)(C)C 2,4-bis(naphthalen-2-yl)-6-(3-(4,4,5,5-tetramethyl-1,3,2-dioxaborolan-2-yl)phenyl)-1,3,5-triazine